C(C(=C)C)(=O)OCCOC(C(C)(C)Br)=O 2-bromoisobutyryloxyethyl methacrylate